CC=1N=C(C2=C(N1)C=NC=C2)N[C@H](C)C2=C(C=CC=C2)C 2-methyl-4-{[(1R)-1-(2-methylphenyl)ethyl]amino}pyrido[3,4-d]pyrimidin